3-(5-(4-amino-6-phenyl-1,3,5-triazin-2-yl)-1-oxoisoindolin-2-yl)piperidine-2,6-dione NC1=NC(=NC(=N1)C1=CC=CC=C1)C=1C=C2CN(C(C2=CC1)=O)C1C(NC(CC1)=O)=O